(+)-trans-2-(2-chloro-phenyl)-5,7-dihydroxy-8-(2-hydroxymethyl-1-methyl-pyrrolidin-3-yl)-benzopyran-4-one hydrochloride Cl.ClC1=C(C=CC=C1)C=1OC2=C(C(C1)=O)C(=CC(=C2[C@H]2[C@@H](N(CC2)C)CO)O)O